3-(4-(aminomethyl)-4-cyanopiperidin-1-yl)-6-(2,3-dichlorophenyl)-5-methylpyrazine-2-carboxylic acid ethyl ester C(C)OC(=O)C1=NC(=C(N=C1N1CCC(CC1)(C#N)CN)C)C1=C(C(=CC=C1)Cl)Cl